4-(aminomethyl)-1-(5-(2,6-dimethoxypyridin-3-yl)imidazo[2,1-b][1,3,4]thiadiazol-2-yl)piperidin-4-ol calcium cyanide [C-]#N.[Ca+2].NCC1(CCN(CC1)C1=NN2C(S1)=NC=C2C=2C(=NC(=CC2)OC)OC)O.[C-]#N